(rac)-trans-1-fluoro-3-hydroxycyclohexanecarboxylic acid ethyl ester C(C)OC(=O)[C@]1(C[C@H](CCC1)O)F |r|